O1CCC(=CC1)C1=CC(=CC=2N(C(N(C21)C)=O)C)O 4-(3,6-Dihydro-2H-pyran-4-yl)-6-hydroxy-1,3-dimethyl-1,3-dihydro-2H-benzo[d]imidazol-2-one